FC(C=1C=C(C=CC1F)C=1C=C2C(=NC1)C(=NN2)C)F 6-[3-(Difluoromethyl)-4-fluoro-phenyl]-3-methyl-pyrazolo[4,3-b]pyridin